C1(CC1)CC(=O)NC1=CC(=C(N=N1)C(=O)NC([2H])([2H])[2H])NC1=NC=CC(=C1OC)C1=NOC(=N1)COC 6-(2-cyclopropylacetamido)-4-({3-methoxy-4-[5-(methoxymethyl)-1,2,4-oxadiazol-3-yl]pyridin-2-yl}amino)-N-(2H3)methylpyridazine-3-carboxamide